COC=1C=C(C(=O)NC=2C=C3CCC(N(C3=CC2)C)=O)C=C(C1)C#CC1=NC=CC=N1 3-METHOXY-N-(1-METHYL-2-OXO-3,4-DIHYDROQUINOLIN-6-YL)-5-(2-PYRIMIDIN-2-YLETHYNYL)BENZAMIDE